FC1=CC(=CC2=C1NC(S2)=O)[C@@H](CN2C[C@@H]1[C@](C2)(C[C@H](C1)OC1=CC=CC=C1)O)O 4-fluoro-6-((S)-1-hydroxy-2-((3aS,5S,6aR)-3a-hydroxy-5-phenoxyhexahydrocyclopenta[c]pyrrol-2(1H)-yl)ethyl)benzo[d]thiazol-2(3H)-one